2-(1-(2,2,2-trifluoroethyl)piperidin-4-yl)benzo[d][1,3]dioxole-5-carboxamide FC(CN1CCC(CC1)C1OC2=C(O1)C=CC(=C2)C(=O)N)(F)F